ClC1=C2CN(C(C2=C(C=C1)NC1=NC=C(C=C1)C1(COCC1)O)=O)C(=O)OC(C)(C)C Tert-Butyl 4-chloro-7-((5-(3-hydroxy tetrahydrofuran-3-yl)pyridin-2-yl)amino)-1-oxoisoindoline-2-carboxylate